C(C1=CC=CC=C1)N1C=NC=C2C1=CC=N2 N-benzyl-pyrrolopyrimidine